CC=1OC2=C(N1)C=CC=C2C=O 2-methyl-1,3-benzoxazole-7-carbaldehyde